C1=CC=CC2=NC3=C(N21)C=CC=C3 pyrido[1,2-a]benzimidazole